5-[4-(Trifluoromethyl)phenyl]naphthalene-2-carboxylic acid FC(C1=CC=C(C=C1)C1=C2C=CC(=CC2=CC=C1)C(=O)O)(F)F